methylenediamine di-hydrochloride Cl.Cl.C(N)N